4-(2,4-dioxo-6-(trifluoromethyl)-1,4-dihydroquinazolin-3(2H)-yl)isoquinoline-6-carboxylic acid O=C1NC2=CC=C(C=C2C(N1C1=CN=CC2=CC=C(C=C12)C(=O)O)=O)C(F)(F)F